1-(3-(4-(2-(trifluoromethyl)phenyl)piperidine-1-carbonyl)-7,8-dihydro-[1,2,4]triazolo[4,3-c]pyrimidin-6(5H)-yl)ethan-1-one FC(C1=C(C=CC=C1)C1CCN(CC1)C(=O)C1=NN=C2N1CN(CC2)C(C)=O)(F)F